C(C)(C)(C)OC(N(C1=C(C=CC=C1)OC)CC1=NC=C(C(=C1C)OC)C)=O ((4-methoxy-3,5-dimethylpyridin-2-yl)methyl)-(2-methoxyphenyl)carbamic acid tert-butyl ester